tert-butyl N-cyclopropyl-N-[1-(6-fluoro-2-methyl-pyrazolo[1,5-a]pyridin-4-yl)-4-piperidyl]carbamate C1(CC1)N(C(OC(C)(C)C)=O)C1CCN(CC1)C=1C=2N(C=C(C1)F)N=C(C2)C